2-(3-(2-chloro-4-(trifluoromethyl)phenyl)-2-oxo-2,3-dihydrobenzothiazol-5-yloxy)propionyl chloride ClC1=C(C=CC(=C1)C(F)(F)F)N1C(SC2=C1C=C(C=C2)OC(C(=O)Cl)C)=O